C(C)OC1=CN=CC(=N1)C=1SC(=CN1)C(=O)N1C(CCC1)C1=NC(=NC=C1)NS(=O)(=O)C1CC1 N-(4-[1-[2-(6-ethoxypyrazin-2-yl)-1,3-thiazole-5-carbonyl]pyrrolidin-2-yl]pyrimidin-2-yl)cyclopropanesulfonamide